(S)-8-(5-(3-cyanophenyl)pyrimidin-2-yl)-9-oxooctahydro-2H-pyrazino[1,2-a]pyrazine-2-carbonitrile C(#N)C=1C=C(C=CC1)C=1C=NC(=NC1)N1C([C@H]2N(CCN(C2)C#N)CC1)=O